S1C(=NC2=C1C=CC=C2)NC(=O)C=2N=NN(C2C)C2=C(C=CC=C2)OC(F)(F)F N-(Benzo[d]thiazol-2-yl)-5-methyl-1-(2-(trifluoromethoxy)phenyl)-1H-1,2,3-triazole-4-carboxamide